COC(=O)C1=C(C=C2C(C(N(C2=C1)C)=O)(C(F)(F)F)OC)[N+](=O)[O-] 3-methoxy-1-methyl-5-nitro-2-oxo-3-(trifluoromethyl)indoline-6-carboxylic acid methyl ester